(2S,4R)-4-(difluoromethoxy)-1-glycyl-N-((1-(phenylsulfonyl)-1H-pyrrolo[3,2-c]pyridin-2-yl)methyl)pyrrolidine-2-carboxamide FC(O[C@@H]1C[C@H](N(C1)C(CN)=O)C(=O)NCC1=CC=2C=NC=CC2N1S(=O)(=O)C1=CC=CC=C1)F